(2R,3R)-2,3-difluoro-N-(2-(pyrrolidin-1-yl)-4-((4-(trifluoromethyl)benzyl)amino)phenyl)octanamide F[C@H](C(=O)NC1=C(C=C(C=C1)NCC1=CC=C(C=C1)C(F)(F)F)N1CCCC1)[C@@H](CCCCC)F